O1CCOC12CCN(CC2)C=2C=CN=C1C=CC(=NC21)C=2C=C(C=CC2)S(=O)(=O)N 3-(8-(1,4-dioxa-8-azaspiro[4.5]decan-8-yl)-1,5-naphthyridin-2-yl)benzenesulfonamide